FC(C1=C(COC2=C(C=C(C=C2)/C=C(/C(=O)N)\C#N)OC)C=CC(=C1)C(F)(F)F)(F)F (E)-3-(4-((2,4-bis(trifluoromethyl)benzyl)oxy)-3-methoxyphenyl)-2-cyanoacrylamide